C(#N)C=1C=C(C=CC1OC(C)C)C1=NC(=NO1)C1=C2CC[C@H](C2=CC=C1)NCC(=O)N(C)C (R)-2-(4-(5-(3-cyano-4-isopropoxyphenyl)-1,2,4-oxadiazol-3-yl)-2,3-dihydro-1H-inden-1-ylamino)-N,N-dimethylacetamide